bis(1,5-cyclooctadiene) platinum (II) [Pt+2].C1=CCCC=CCC1.C1=CCCC=CCC1